COCC1=CC=C(C(=O)N[C@@H](C(C)C)C(=O)OCC)C=C1 Ethyl (4-(methoxymethyl)benzoyl)-L-valinate